tert-butyl((5-((2,4-dimethoxybenzyl)amino)-9-fluoro-7-methoxy-[1,2,4]triazolo[1,5-c]quinazolin-2-yl)methyl)carbamate C(C)(C)(C)OC(NCC1=NN2C(=NC=3C(=CC(=CC3C2=N1)F)OC)NCC1=C(C=C(C=C1)OC)OC)=O